methyl 2-(5-fluoro-1,3-benzoxazol-2-ylamino)-1,3-benzoxazole-5-carboxylate FC=1C=CC2=C(N=C(O2)NC=2OC3=C(N2)C=C(C=C3)C(=O)OC)C1